OC1=C(C#N)C=CC(=C1)C1=CC(=NO1)CN1C(=NC=2CCCCC2C1=O)C(C)C 2-Hydroxy-4-(3-((2-isopropyl-4-oxo-5,6,7,8-tetrahydroquinazolin-3(4H)-yl)methyl)isoxazol-5-yl)benzonitrile